C(C=C)ON[C@@H]1C=C([C@H](N(C1)C(=O)OC(C)(C)C)C(N)=O)C tert-butyl (2S,5R)-5-((allyloxy) amino)-2-carbamoyl-3-methyl-5,6-dihydropyridine-1(2H)-carboxylate